5-(1-((1-benzylpyrrolidin-3-yl)methyl)piperidin-4-yl)-2-(3,4-dimethoxyphenyl)-3-methyl-1H-indole C(C1=CC=CC=C1)N1CC(CC1)CN1CCC(CC1)C=1C=C2C(=C(NC2=CC1)C1=CC(=C(C=C1)OC)OC)C